1-(4-(2-(4-fluorophenyl)-but-3-yn-2-yl)thiazol-2-yl)-3-(2-hydroxyethyl)urea FC1=CC=C(C=C1)C(C)(C#C)C=1N=C(SC1)NC(=O)NCCO